3,3'-dimethoxy-[1,1'-biphenyl]-4,4'-diamine COC=1C=C(C=CC1N)C1=CC(=C(C=C1)N)OC